N1(CCCCC1)C1CC(C1)N1CC2(CCNCC2)C2=CC=CC=C12 1-[(1S,3S)-3-(PIPERIDIN-1-YL)CYCLOBUTYL]-1,2-DIHYDROSPIRO[INDOLE-3,4'-PIPERIDIN]